C(C(O)C(O)C(=O)O)(=O)O.C(C)OC1CCC(CC1)N1N=C(C(=C1)NC(=O)C=1N=C(SC1)C=1C=NNC1)C1=NC=CC=N1 N-(1-((1r,4r)-4-ethoxycyclohexyl)-3-(pyrimidin-2-yl)-1H-pyrazol-4-yl)-2-(1H-pyrazol-4-yl)thiazole-4-carboxamide tartaric acid salt